FC([C@@H]1[C@H]2[C@@H](N([C@@H](C1)C2)C(=O)C2(CC2)F)C#C)F ((1R,3R,4S,5S)-5-(Difluoromethyl)-3-ethynyl-2-azabicyclo[2.2.1]heptan-2-yl)(1-fluorocyclopropyl)methanone